1-(p-methoxyphenyl)-3-methyl-3-nitro-1-butanone COC1=CC=C(C=C1)C(CC(C)([N+](=O)[O-])C)=O